BrC=1C=C(C=CC1)NC=1SCCCN1 N-(3-bromophenyl)-5,6-dihydro-4H-1,3-thiazin-2-amine